7-bromo-8-(naphthalen-1-ylmethyl)-6-oxo-2-propyl-9-(3-(trifluoromethyl)phenyl)-3,4-dihydro-2H,6H-pyrido[1,2-e][1,2,5]thiadiazine-4-carboxylic acid 1,1-dioxide BrC1=C(C(=C2N(C(CN(S2(=O)=O)CCC)C(=O)O)C1=O)C1=CC(=CC=C1)C(F)(F)F)CC1=CC=CC2=CC=CC=C12